4-aminobutanoate NCCCC(=O)[O-]